6-isopropoxy-2H-indazole-5-carboxylic acid methyl ester COC(=O)C1=CC2=CNN=C2C=C1OC(C)C